ClC1=NN(C(=N1)C(C)NC(C1=CC=CC=C1)=O)C1=CC=C(C=N1)C#N N-{1-[3-chloro-1-(3-cyano-pyridin-6-yl)-1H-1,2,4-triazol-5-yl]ethyl}-benzamide